4-(3-bromo-4-(methoxycarbonyl)benzoylamino)piperidine-1-carboxylic acid tert-butyl ester C(C)(C)(C)OC(=O)N1CCC(CC1)NC(C1=CC(=C(C=C1)C(=O)OC)Br)=O